(3-((5-methyl-4-(p-tolyl)thiazol-2-yl)amino)benzoyl)glycine CC1=C(N=C(S1)NC=1C=C(C(=O)NCC(=O)O)C=CC1)C1=CC=C(C=C1)C